CN1CCN(CC1)C(=O)C1(CCCCC1)C(=O)[O-] (4-methylpiperazin-1-yl)carbonylcyclohexanecarboxylate